BrC=1C=C2C(=NC1)NC=C2C(=O)C=2C(=C(C=CC2F)NS(=O)(=O)N2C[C@@H](CC2)F)F (3R)-N-[3-(5-bromo-1H-pyrrolo[2,3-b]pyridine-3-carbonyl)-2,4-difluoro-phenyl]-3-fluoro-pyrrolidine-1-sulfonamide